(2R)-4,4-difluoro-2-(4-fluorophenyl)-N-{4-[3-(4-fluorophenyl)-5-methyl-4-oxo-4,5-dihydro-1H-pyrrolo[3,2-c]pyridin-2-yl]pyridin-2-yl}butanamide FC(C[C@@H](C(=O)NC1=NC=CC(=C1)C1=C(C=2C(N(C=CC2N1)C)=O)C1=CC=C(C=C1)F)C1=CC=C(C=C1)F)F